C(C)(C)(C)OC(=O)N1[C@@H](CCCC1)C=1N(C(=C(N1)C1=CC=C(C=C1)C(NC1=NC=C(C=C1)C)=O)C(N)=O)N (S)-2-(1-amino-5-carbamoyl-4-(4-((5-methylpyridin-2-yl)carbamoyl)Phenyl)-1H-imidazol-2-yl)piperidine-1-carboxylic acid tert-butyl ester